8-(4,4,5,5-tetramethyl-1,3,2-dioxaborolan-2-yl)-3,4-dihydrobenzo[f][1,4]oxazepin-5(2H)-one CC1(OB(OC1(C)C)C1=CC2=C(C(NCCO2)=O)C=C1)C